4-(3-Fluorophenyl)-1-(5-(isopropylsulfanyl)-4-(4-(5-methyl-1,3,4-oxadiazol-2-yl)phenyl)thiazol-2-yl)-3-methyl-1H-pyrazole-5-carboxylic acid methyl ester COC(=O)C1=C(C(=NN1C=1SC(=C(N1)C1=CC=C(C=C1)C=1OC(=NN1)C)SC(C)C)C)C1=CC(=CC=C1)F